C(C)(C)(C)OC(N[C@@]1(CNCC1)C)=O.BrC=1C(=NNC1)C(=O)N1CC(C1)(F)F (4-bromo-1H-pyrazol-3-yl)(3,3-difluoroazetidin-1-yl)methanone tert-butyl-N-[(3S)-3-methylpyrrolidin-3-yl]carbamate